2-((2S)-4-(7-(8-ethynyl-7-fluoro-3-hydroxynaphth-1-yl)-6,8-difluoro-2-((tetrahydro-1H-pyrrolizin-7a(5H)-yl)methoxy)quinazolin-4-yl)-1-(2-fluoroacryloyl)piperazin-2-yl)acetonitrile C(#C)C=1C(=CC=C2C=C(C=C(C12)C1=C(C=C2C(=NC(=NC2=C1F)OCC12CCCN2CCC1)N1C[C@@H](N(CC1)C(C(=C)F)=O)CC#N)F)O)F